FC1(C(CNCC1)C=1C=CC(=NC1)OC)F 5-(4,4-Difluoropiperidin-3-yl)-2-methoxypyridine